NC1=C2C(=NC=N1)N(N=C2N2C=C(C1=CC=C(C=C21)C(=O)NC)Cl)C(C)C (4-amino-1-isopropyl-1H-pyrazolo[3,4-d]pyrimidin-3-yl)-3-chloro-N-methyl-1H-indole-6-carboxamide